(S)-N-((R or S)-(3-chloro-2,4-difluorophenyl)(5-chloro-6-(trifluoromethyl)pyridin-3-yl)methyl)-2-oxoimidazolidine-4-carboxamide ClC=1C(=C(C=CC1F)[C@H](NC(=O)[C@H]1NC(NC1)=O)C=1C=NC(=C(C1)Cl)C(F)(F)F)F |o1:8|